S(=O)(=O)(O)O.FC1=C(C=C(C=C1)F)[C@@H]1N(CCC1)C1=NC=2N(C=C1)N=CC2NC(=O)N2C[C@H](CC2)O (S)-N-(5-((R)-2-(2,5-difluorophenyl)pyrrolidin-1-yl)pyrazolo[1,5-a]pyrimidin-3-yl)-3-hydroxypyrrolidine-1-carboxamide hydrogen sulfate